NC1=NN2C(C3=C(C=CC=C3C(=C2C(=O)OC)OCC2=CC=CC=C2)C(F)(F)F)=N1 methyl 2-amino-6-(benzyloxy)-10-(trifluoromethyl)-[1,2,4]triazolo[5,1-a]isoquinoline-5-carboxylate